2-(Chloromethyl)-8-((diphenylmethylene)amino)-6-fluoro-3-iodo-1-methylquinolin-4(1H)-one ClCC=1N(C2=C(C=C(C=C2C(C1I)=O)F)N=C(C1=CC=CC=C1)C1=CC=CC=C1)C